1,2-bis(4-methacryloyloxydiethoxyphenyl)propane C(C(=C)C)(=O)OC1=C(C(=C(C=C1)CC(C)C1=C(C(=C(C=C1)OC(C(=C)C)=O)OCC)OCC)OCC)OCC